F[C@H]1C[C@H](N(C1)C(CN1CCC(CC1)NC1=C2C=CC=NC2=C(C=C1)C(F)(F)F)=O)C#N (2S,4S)-4-fluoro-1-[2-[4-[[8-(trifluoromethyl)-5-quinolinyl]amino]-1-piperidinyl]acetyl]pyrrolidine-2-carbonitrile